[Ni](Br)Br.C1(=CC=CC=C1)P(C1=CC=CC=C1)C1=CC=CC=C1.C1(=CC=CC=C1)P(C1=CC=CC=C1)C1=CC=CC=C1 bis(triphenylphosphine) nickel (II) bromide